C1C(CCCC1)=N 2-Cyclohexaneimine